5-(3-(4-aminophenyl)propoxy)-2-(furan-2-yl)-[1,2,4]triazolo[1,5-a]pyrimidin-7-amine NC1=CC=C(C=C1)CCCOC1=NC=2N(C(=C1)N)N=C(N2)C=2OC=CC2